(2S,4R)-1-((S)-2-amino-3,3-dimethylbutanoyl)-4-hydroxy-N-((5-(4-methylthiazol-5-yl)pyrimidin-2-yl)methyl)pyrrolidine-2-carboxamide N[C@H](C(=O)N1[C@@H](C[C@H](C1)O)C(=O)NCC1=NC=C(C=N1)C1=C(N=CS1)C)C(C)(C)C